FC1=C(C(=CC2=C1C[C@@H](O2)CNCC2CCN(CC2)C(=O)OC(C)(C)C)O)N2S(NC(C2)=O)(=O)=O tert-butyl 4-[({[(2R)-4-fluoro-6-hydroxy-5-(1,1,4-trioxo-1λ6,2,5-thiadiazolidin-2-yl)-2,3-dihydro-1-benzofuran-2-yl]methyl}amino)methyl]piperidine-1-carboxylate